C1(CCC1)CN1C(=NC2=NC=C(C=C21)C=2C=CN1N=CN=C(C12)OC)C 1-cyclobutylmethyl-6-(4-methoxypyrrolo[2,1-f][1,2,4]triazin-5-yl)-2-methyl-1H-imidazo[4,5-b]pyridine